ClC=1C=C(C=CC1Cl)C1(CN(CC1)C(=O)OCC1=CC=CC=C1)NS(=O)(=O)C1=CC=C(C=C1)OC(F)(F)F benzyl 3-(3,4-dichlorophenyl)-3-((4-(trifluoromethoxy)phenyl)sulfonamido)pyrrolidine-1-carboxylate